O1C(OCCC1)C1=CC=C(C=C1)C=1SC(=CN1)C1=CC=C(C=C1)S(=O)C(C)C 2-(4-(1,3-dioxan-2-yl)phenyl)-5-(4-(isopropylsulfinyl)phenyl)thiazole